(S)-7'-(3,5-difluorophenyl)-1-isonicotinoyldihydro-1'H,3'H,5'H-spiro[piperidine-4,2'-pyrazolo[1,2-a]pyrazol]-1'-one FC=1C=C(C=C(C1)F)[C@@H]1CCN2N1C(C1(C2)CCN(CC1)C(C1=CC=NC=C1)=O)=O